7-amino-4-trifluoromethyl-2H-benzopyran-2-one NC1=CC2=C(C(=CC(O2)=O)C(F)(F)F)C=C1